2-(4,4-difluoroazepan-1-yl)-N-(5-sulfamoylthiophen-3-yl)quinoline-3-carboxamide FC1(CCN(CCC1)C1=NC2=CC=CC=C2C=C1C(=O)NC1=CSC(=C1)S(N)(=O)=O)F